methyl 5-(4-(cyclopropylmethoxy)-2-fluorophenyl)-4-methoxy-1H-pyrrole-3-carboxylate C1(CC1)COC1=CC(=C(C=C1)C1=C(C(=CN1)C(=O)OC)OC)F